NC=1NC(C=2N=CNC2N1)=S 2-amino-1,9-dihydro-6H-purine-6-thione